1,2-bis(4-(oxirane-2-ylmethoxy)phenyl)disulfane O1C(C1)COC1=CC=C(C=C1)SSC1=CC=C(C=C1)OCC1OC1